NC=1C2=C(N=CN1)N(C=C2)C2C=C(C(C2O)O)CCC=2C=C(C(=C1C(CNCC21)C)F)C(F)F 5-(4-amino-7H-pyrrolo[2,3-d]pyrimidin-7-yl)-3-(2-(6-(difluoromethyl)-5-fluoro-4-methyl-1,2,3,4-tetrahydroisoquinolin-8-yl)ethyl)cyclopent-3-ene-1,2-diol